2-amino-3-bromo-5-methoxybenzoic acid NC1=C(C(=O)O)C=C(C=C1Br)OC